COC1=C(C=C(C=C1)\C=C\C(=O)C1=CC=CC=C1)C=CC(=C=O)C1=CC=C(C=C1)OC 4-methoxy-3-(3-(4-methoxyphenyl)-3-carbonyl-propenyl)chalcone